OCC(C)(C)OC1=C(C=C(C=C1)C(CCC1=C(N=C(S1)C1=CC=C(C=C1)C(F)(F)F)C(C)C)O)C 1-(4-((1-hydroxy-2-methylpropan-2-yl)oxy)-3-methylphenyl)-3-(4-isopropyl-2-(4-(trifluoromethyl)phenyl)thiazol-5-yl)propan-1-ol